5-amino-2,3-dimethoxy-benzonitrile NC=1C=C(C(=C(C#N)C1)OC)OC